2-amino-5-mercaptopyridine NC1=NC=C(C=C1)S